(Z)-3,7,11,15-tetramethyl-hexadec-10-en-1-yn-3-ol CC(C#C)(CCCC(CC\C=C(/CCCC(C)C)\C)C)O